ClC1=C(CN2C3=C(SCC2=O)C=CC=C3)C(=CC=C1)F 4-(2-chloro-6-fluorobenzyl)-3-oxo-3,4-dihydro-2H-benzo[b][1,4]thiazine